C(C)OC(=C)C1=NC=C(C(=O)OC)C=C1 Methyl 6-(1-ethoxyvinyl)nicotinate